CN1C=C(C=CC1=O)C=1CCNCC1 1-methyl-6-oxo-3',6'-dihydro-2'H-[3,4'-bipyridine]